FC1=C(C(=C(C=C1OC)OC)F)N1C(N(C2=C(C1)C=NC1=C2C=C(N1S(=O)(=O)C1=CC=CC=C1)C=O)C)=O 3-(2,6-difluoro-3,5-dimethoxyphenyl)-1-methyl-2-oxo-7-(phenylsulfonyl)-2,3,4,7-tetrahydro-1H-pyrrolo[3',2':5,6]pyrido[4,3-d]pyrimidine-8-carbaldehyde